FC1=CC(=C(C=C1)C1CCN(CC1)[C@H]1CC2(CN(C2)C(=O)OC(C)(C)C)CC1)O Tert-butyl (R)-6-(4-(4-fluoro-2-hydroxyphenyl) piperidin-1-yl)-2-azaspiro[3.4]octane-2-carboxylate